IC1=CC=C(C=C1)C(C(=O)O)CC 2-(4-iodophenyl)butyric acid